C(CC)C1(C2=CC=CC=C2C=2C=CC=CC12)CCC (E)-9,9-di-n-propylfluorene